COC(CC1(N(C2=CC=CC=C2CC1)C(=O)OC(C)(C)C)C1=CC=CC=C1)=O tert-butyl 2-(2-methoxy-2-oxoethyl)-2-phenyl-3,4-dihydroquinoline-1(2H)-carboxylate